4-methyl-1H-pyrrole-2-carboxylate CC=1C=C(NC1)C(=O)[O-]